CC1=C(C(=O)N[C@@H]2[C@H](CCCC2)O)C=CC(=C1OCC=1C=C(C=NC1)C=1C=NC=CC1)C methyl-3-[([3,3'-bipyridyl]-5-yl)methoxy]-N-[(1S,2S)-2-hydroxycyclohexyl]-4-methylbenzamide